benzo[d]Thiazol-5-ylboronic acid S1C=NC2=C1C=CC(=C2)B(O)O